ClC1N(C(NC2=C3C(=C(C=C12)C1=C(C(=O)N)C=C(C=C1C(F)(F)F)F)C(NC3=O)(O)C3=C(C=C(C=C3)F)Cl)=O)C([2H])([2H])[2H] [4-chloro-7-(2-chloro-4-fluorophenyl)-7-hydroxy-2,9-dioxo-3-(trideuteriomethyl)-2,3,4,7,8,9-hexahydro-1H-pyrrolo[4,3-h]quinazolin-6-yl]-5-fluoro-3-(trifluoromethyl)benzamide